Hydroxylstearic Acid OC(C(=O)O)CCCCCCCCCCCCCCCC